NC1=NC(=C(C=C1C=1C=C2CCNC(C2=CC1)=O)C1=CC=C(C=C1)C=1CCN(CC1)C1COC1)F 6-(2-amino-6-fluoro-5-(4-(1-(oxetan-3-yl)-1,2,3,6-tetrahydropyridin-4-yl)phenyl)pyridin-3-yl)-3,4-dihydroisoquinolin-1(2H)-one